COC(\C(=C\C(=O)O)\C(C(C)C)OC(=O)C1=CC=CC=C1)=O 2-methyl-1-phenylcarbonyloxypropyl-(2E)-but-2-ene-1,4-dioic acid methyl ester